N1C2=C(CC1)C=CC=C2 2,3-Dihydrobenzo[b]pyrrol